BrC=1C=NN2C1N=CC=C2C2=CC=C(N(C1=CC=CC=C1)C1=CC=CC=C1)C=C2 4-(3-bromopyrazolo[1,5-a]pyrimidin-7-yl)-N,N-diphenylaniline